(S)-tert-butyl 4-((1-(2-(2-(2-hydroxyphenyl)-6a,7,9,10-tetrahydro-5H-pyrazino[1',2':4,5]pyrazino[2,3-c]pyridazin-8(6H)-yl)pyrimidin-5-yl)piperidin-4-yl)methyl)piperazine-1-carboxylate OC1=C(C=CC=C1)C=1C=C2C(=NN1)NC[C@@H]1N2CCN(C1)C1=NC=C(C=N1)N1CCC(CC1)CN1CCN(CC1)C(=O)OC(C)(C)C